3-(phenylamino)propanamide phenyl-(5-(1-(trifluoromethyl)cyclopropyl)isoxazol-3-yl)carbamate C1(=CC=CC=C1)N(C(O)=O)C1=NOC(=C1)C1(CC1)C(F)(F)F.C1(=CC=CC=C1)NCCC(=O)N